C(C1=CC=CC=C1)C1CC(=NO1)[C@H](C(C)C)NC(=O)C1=NC=CC2=CC=CC=C12 5-benzyl-3-((S)-1-(isoquinoline-1-carboxamido)-2-methylpropyl)-4,5-dihydroisoxazole